NC(C)(C)C1=CC(=NC(=C1)C1=CC=C(C=C1)F)OC1[C@@H]2CN(C[C@H]12)C(=O)C=1C=C(C=2N(C1)C=C(N2)C)CC ((1R,5S,6s)-6-((4-(2-aminopropan-2-yl)-6-(4-fluorophenyl)pyridin-2-yl)oxy)-3-azabicyclo[3.1.0]hexan-3-yl)(8-ethyl-2-methylimidazo[1,2-a]pyridin-6-yl)methanone